NC1=NN2C(C=C(C=C2)C=2C=C(C(=NC2)C)C(=O)NCC2=CC(=CC=C2)OCC2CC2)=N1 5-{2-amino-[1,2,4]triazolo[1,5-a]pyridin-7-yl}-N-{[3-(cyclopropylmethoxy)phenyl]methyl}-2-methyl-pyridine-3-carboxamide